CS(=O)(=O)OCCCC(C(F)(F)F)(F)F 4,4,5,5,5-penta-fluoropentanol methanesulfonate